CC(C(CCC)C)P(O)(=O)C(CCCCC)CCCC (1,2-dimethylpentyl)(1-butylhexyl)phosphinic acid